triphenylcarbenium Tetrakis(perfluoronaphthyl)borate FC1=C(C2=C(C(=C(C(=C2C(=C1F)F)F)F)F)F)[B-](C1=C(C(=C(C2=C(C(=C(C(=C12)F)F)F)F)F)F)F)(C1=C(C(=C(C2=C(C(=C(C(=C12)F)F)F)F)F)F)F)C1=C(C(=C(C2=C(C(=C(C(=C12)F)F)F)F)F)F)F.C1(=CC=CC=C1)[C+](C1=CC=CC=C1)C1=CC=CC=C1